C1(CC2C(CC1)O2)CC[Si](OC)(OC)C 2-(3,4-epoxycyclohexyl)ethylmethyl-dimethoxysilane